C(C)(C)(C)OC(=O)N1C[C@@H](N(CC1)C=1C2=C(N=CN1)NC=C2C=2C=NC=CC2)C (S)-3-methyl-4-(5-(pyridin-3-yl)-7H-pyrrolo[2,3-d]pyrimidin-4-yl)piperazine-1-carboxylic acid tert-butyl ester